FC=1C=NC=CC1N1C[C@@H]2N(C(N(CC2)CC2=CC(=CC=C2)OC)=O)CC1 (R)-2-(3-Fluoropyridin-4-yl)-7-(3-methoxybenzyl)octahydro-6H-pyrazino[1,2-c]pyrimidin-6-one